ClC=1C(=C(C(=O)OC)C=C(C1)C(C)(C)C1=CC=C(C=C1)O)OCCCl methyl 3-chloro-2-(2-chloroethoxy)-5-[1-(4-hydroxyphenyl)-1-methyl-ethyl]benzoate